ClC1=C(C=C2C(=CNC2=C1)C(=O)O)C=1C(=NC(=CC1)N1CC2(CC2C1)C#N)OC racemic-6-chloro-5-(6-(1-cyano-3-azabicyclo[3.1.0]hexan-3-yl)-2-methoxypyridin-3-yl)-1H-indole-3-carboxylic acid